BrC1=NC2=C(C=CC=C2C=C1)\C(\C)=N\C1=C(C=CC=C1C)C (E)-1-(2-bromoquinolin-8-yl)-N-(2,6-dimethylphenyl)ethane-1-imine